C(C)N1C(=NC=2N(C(N(C(C12)=O)C)=O)C)S 7-ethyl-8-mercapto-1,3-dimethyl-1H-purine-2,6(3H,7H)-dione